C(C)(C)(C)OC(=O)N(C=1SC(=C(N1)C(=O)OC)CCCO[Si](C)(C)C(C)(C)C)CCCC1=C(N=NC(=C1C)Cl)Cl Methyl 2-((tert-butoxycarbonyl)(3-(3,6-dichloro-5-methylpyridazin-4-yl) propyl)amino)-5-(3-((tert-butyldimethylsilyl)oxy)propyl)thiazole-4-carboxylate